C(C)(=O)O[C@@H]1C(O[C@H]([C@H]([C@H]1OC(C)=O)OC(C)=O)C)Br 2,3,4-tri-O-acetyl-fucopyranosylbromide